ClC1=C(N(C(C2=C(C=CC=C12)S(=O)(=O)C1=CC=NC=C1)=O)C1=CC=CC=C1)[C@H](C)NC=1C2=C(N=CN1)NC=CC2=O (S)-4-((1-(4-chloro-1-oxo-2-phenyl-8-(pyridin-4-ylsulfonyl)-1,2-dihydroisoquinolin-3-yl)ethyl)amino)pyrido[2,3-d]pyrimidin-5(8H)-one